N(=C=S)C=1C=C(C(=CC1)C=CC=1C(=CC(=CC1)N=C=S)S(=O)(=O)O)S(=O)(=O)O 4,4'-diisothiocyano-2,2'-stilbenedisulfonic acid